FC=1C=C(C=C2C=CN(C(C12)=O)CCC[C@H](C)NC=1C=NNC(C1C(F)(F)F)=O)C1=CC=C(C=N1)C1(CC1)C#N 1-[6-[8-fluoro-1-oxo-2-[(4S)-4-[[6-oxo-5-(trifluoromethyl)-1H-pyridazin-4-yl]amino]pentyl]-6-isoquinolinyl]-3-pyridinyl]cyclopropanecarbonitrile